FC=1C=C(C=CC1)C(COC)=O (3-fluorophenyl)-2-methoxy-ethanone